N1C=NC2=C1C=CC(=C2)N2C(NCC2C2=C(C=C(C=C2F)C2=CSC(=C2)C(F)(F)F)F)=O 1-(1H-Benzimidazol-5-yl)-5-{2,6-difluoro-4-[5-(trifluoromethyl)thiophen-3-yl]phenyl}-imidazolidin-2-one